FC=1C=C(C=CC1)CC(CC(=O)OCC)=O ethyl 4-(3-fluorophenyl)-3-oxobutyrate